(S)-(+)-(3,5-dioxa-4-phospha-cyclohepta[2,1-a:3,4-a']dinaphthalen-4-yl)dimethylamine C1=CC2=C(C=3C=CC=CC13)C=1C(=CC=C3C=CC=CC13)OP(O2)N(C)C